F[C@H]1[C@@H](CNCC1)NC(=O)C=1OC2=C(C1)C=CC=C2C2=C(C=CC=C2)OCC(F)(F)F N-(trans-4-fluoro-3-piperidyl)-7-[2-(2,2,2-trifluoroethoxy)phenyl]benzofuran-2-carboxamide